C(C1=CC=CC=C1)NC(N(C=1N=NC(=CC1)C=1C=NN(C1)C)[C@@H]1CC[C@H](CC1)NC1=NC=C(C(=N1)C=1C=NC=NC1)C#N)=O 3-benzyl-1-(trans-4-((5-cyano-4,5'-bipyrimidin-2-yl)amino)cyclohexyl)-1-(6-(1-methyl-1H-pyrazol-4-yl)pyridazin-3-yl)urea